C(C=C)(=O)NC1=C(C(=O)NC2=CC(=NN2)CCC2=CC(=CC(=C2)OC)OC)C=CC(=C1)N1CCN(CC1)CC(F)F 2-acrylamido-4-(4-(2,2-difluoroethyl)piperazin-1-yl)-N-(3-(3,5-dimethoxyphenethyl)-1H-pyrazol-5-yl)benzamide